3-({4-[(2-Methylphenyl)amino]pyrimidin-2-yl}amino)benzamide CC1=C(C=CC=C1)NC1=NC(=NC=C1)NC=1C=C(C(=O)N)C=CC1